6-chloro-3-[2-(trifluoromethyl)phenyl]-1-[[2-(trimethylsilyl)ethoxy]methyl]pyrrolo[2,3-b]pyridine ClC1=CC=C2C(=N1)N(C=C2C2=C(C=CC=C2)C(F)(F)F)COCC[Si](C)(C)C